C(C)C=1C=CC(=C(C1)S(=O)(=O)NC1=NOC2=C1C=CC(=C2)C2=NC=CC=N2)OC 5-Ethyl-2-methoxy-N-(6-(pyrimidin-2-yl)benzo[d]isoxazol-3-yl)benzenesulfonamide